(l)-2-(6-methylpyridin-2-yl)-8-(pyridin-4-yl)-7,8-dihydro-6H-pyrimido[5,4-b][1,4]oxazine CC1=CC=CC(=N1)C=1N=CC=2OCCN(C2N1)C1=CC=NC=C1